COC1=NC=CC=C1NC(=O)C=1C=2C[C@@H]3[C@H](C2N(N1)C1=C(C=C(C=C1)F)F)C3 (1aR,5aR)-2-(2,4-Difluoro-phenyl)-1a,2,5,5a-tetrahydro-1H-2,3-diaza-cyclopropa[a]pentalene-4-carboxylic acid (2-methoxy-pyridin-3-yl)-amide